CN(CCCCC1OCOC1)C 4-(4-dimethylaminobutyl)-[1,3]-dioxolane